(4-bromo-2-(4-methoxybenzyl)-2H-indazol-6-yl)carbamic acid tert-butyl ester C(C)(C)(C)OC(NC=1C=C(C2=CN(N=C2C1)CC1=CC=C(C=C1)OC)Br)=O